3-(4-fluorophenyl)-1-ethyl-2,4-dioxo-1,2,3,4-tetrahydropyrimidine-5-carboxylic acid ethyl ester C(C)OC(=O)C=1C(N(C(N(C1)CC)=O)C1=CC=C(C=C1)F)=O